O=C1N(CC2=CC(=CC=C12)C1=NC=CC(=C1)CN1C[C@@H](CC1)C1=CC=CC=C1)C1C(NC(CC1)=O)=O 3-(1-oxo-5-(4-(((S)-3-phenylpyrrolidin-1-yl)methyl)pyridin-2-yl)isoindolin-2-yl)piperidine-2,6-dione